S1N=NC2=C1C(=CC=C2)N2N=CC(=C2C(F)(F)F)C(=O)NC=2C(=NC(=C(C2)Cl)N2N=CC=N2)C 1-(Benzo[d][1,2,3]thiadiazol-7-yl)-N-(5-chloro-2-methyl-6-(2H-1,2,3-triazol-2-yl)pyridin-3-yl)-5-(trifluoromethyl)-1H-pyrazol-4-carboxamid